C[Si]1(CCN(CC1)C1=C(C(=O)NC2=NC(=CC=C2)OC[C@H](C(F)(F)F)O)C=CC(=C1)S(=O)(=O)CCO)C (R)-2-(4,4-dimethyl-1,4-azasilinan-1-yl)-4-((2-hydroxyethyl)sulfonyl)-N-(6-(3,3,3-trifluoro-2-hydroxypropoxy)pyridin-2-yl)benzamide